ClC1=CC=C2C(=CC(=NC2=C1Cl)C=1C(=C(C(=O)O)C=CC1)O)N1C=NC=C1 (7,8-dichloro-4-(1H-imidazol-1-yl)quinolin-2-yl)-2-hydroxybenzoic acid